C=12NC(NS(C=3C=CN(CCCCCCC4CCC(C=C5CCCC51)=C24)N3)(=O)=O)=O 5λ6-thia-2,4,9,27-tetraazapentacyclo[14.9.1.16,9.019,26.021,25]heptacosa-1(25),6(27),7,19(26),20-pentaene-3,5,5-trione